The molecule is a hydroxy monocarboxylic acid anion that is the conjugate base of 2-(beta-D-glucosyl)oxy-cis-cinnamic acid; major species ar pH 7.3. It is a conjugate base of a 2-(beta-D-glucosyloxy)-cis-cinnamic acid. C1=CC=C(C(=C1)/C=C\\C(=O)[O-])O[C@H]2[C@@H]([C@H]([C@@H]([C@H](O2)CO)O)O)O